(E)-4-methylstyrene CC1=CC=C(C=C)C=C1